6-(cyclopropylmethoxy)-N-[(2S)-1-(2-fluoroethoxy)-4-methylpent-2-yl]-5-(3-methoxyazetidin-1-yl)pyridine-2-carboxamide C1(CC1)COC1=C(C=CC(=N1)C(=O)N[C@H](COCCF)CC(C)C)N1CC(C1)OC